ClC=1C=C(C=CC1)NC(=S)NC(C)C1=CC=CC2=CC=CC=C12 1-(3-chlorophenyl)-3-(1-(naphthalen-1-yl)ethyl)thiourea